tert-butyl (R)-3-((4-chloro-1-methyl-1H-pyrrolo[2,3-d]pyridazin-7-yl)(methyl)amino)piperidine-1-carboxylate ClC1=C2C(=C(N=N1)N([C@H]1CN(CCC1)C(=O)OC(C)(C)C)C)N(C=C2)C